C(C)OC(=O)C1(C(CN(CC1)C1=NC=C(C=N1)F)=O)F 4-Fluoro-1-(5-fluoropyrimidin-2-yl)-3-oxo-piperidine-4-carboxylic acid ethyl ester